(R)-N-(3,3-difluoro-1-(oxetan-3-yl)piperidin-4-yl)-6-fluoro-5-(1-(2-fluoroethyl)-2-methyl-1H-benzo[d]imidazol-6-yl)-4-methoxypyrrolo[2,1-f][1,2,4]triazin-2-amine FC1(CN(CC[C@H]1NC1=NN2C(C(=N1)OC)=C(C(=C2)F)C=2C=CC1=C(N(C(=N1)C)CCF)C2)C2COC2)F